3,5-Difluoro-N-hydroxybenzencarboximidoylchlorid FC=1C=C(C=C(C1)F)C(=NO)Cl